1-(4,4-Difluoropiperidin-1-yl)-2-(4-(2-ethyl-5-(3-methylisoxazol-5-yl)pyrimidin-4-yl)piperidin-1-yl)ethanone FC1(CCN(CC1)C(CN1CCC(CC1)C1=NC(=NC=C1C1=CC(=NO1)C)CC)=O)F